Tert-butyl 3-((5-chloro-2-((pyrazolo[1,5-a]pyrimidine-3-carboxamido)methyl)benzofuran-7-carbonyl)oxy)azetidine-1-carboxylate ClC=1C=C(C2=C(C=C(O2)CNC(=O)C=2C=NN3C2N=CC=C3)C1)C(=O)OC1CN(C1)C(=O)OC(C)(C)C